oxazine-2,3-dinitrile O1N(C(=CC=C1)C#N)C#N